p-nitrophenyl α-Galactopyranoside O([C@@H]1[C@H](O)[C@@H](O)[C@@H](O)[C@H](O1)CO)C1=CC=C(C=C1)[N+](=O)[O-]